O1C(=CC=C1)C=1C=CC(=C(C1)NC1=NC=NC2=CC(=C(C=C12)OC1CCN(CC1)C(C=C)=O)OC)OCCOC 1-(4-((4-((5-(furan-2-yl)-2-(2-methoxyethoxy)phenyl)amino)-7-methoxyquinazolin-6-yl)oxy)piperidin-1-yl)prop-2-en-1-one